C1(=C(C=CC=C1)P(N(C(C1=CC=CC=C1)=O)P(C1=CC=C(C=C1)[Si](CCCC)(CCCC)CCCC)C1=C(C=CC=C1)C)C1=CC=C(C=C1)[Si](CCCC)(CCCC)CCCC)C N,N-bis(o-tolyl-(4-(tributylsilyl)phenyl)phosphino)benzamide